NC=1C=C(C(=NC1OC)N1CCN(CC1)C(C(F)(F)F)=O)C=1C=NN(C1)C 1-(4-(5-amino-6-methoxy-3-(1-methyl-1H-pyrazol-4-yl)pyridin-2-yl)piperazin-1-yl)-2,2,2-trifluoroethan-1-one